ammonium acetic acid salt C(C)(=O)[O-].[NH4+]